3-(2-chlorophenyl)-5-methyl-1H-1,2,4-triazole ClC1=C(C=CC=C1)C1=NNC(=N1)C